N-(4-fluoro-5-(((2S,4R)-2-methyl-4-((2-methyl-2H-indazol-5-yl)oxy)pyrrolidin-1-yl)methyl)thiazol-2-yl)acetamide FC=1N=C(SC1CN1[C@H](C[C@H](C1)OC1=CC2=CN(N=C2C=C1)C)C)NC(C)=O